N-(3-methoxyphenethyl)-3-methyl-4-nitrobenzamide COC=1C=C(CCNC(C2=CC(=C(C=C2)[N+](=O)[O-])C)=O)C=CC1